CC(C(CCCCCCC)O)O 2,3-decanediol